BrC1=CN=C2N1C=C(C=C2C)N(C(OC(C)(C)C)=O)C tert-butyl N-(3-bromo-8-methyl-imidazo[1,2-a]pyridin-6-yl)-N-methyl-carbamate